ClC=1C(=CC=C2N=CC=NC12)OC1=CC2=C(N=C(N2)C)C=C1 8-chloro-7-[(2-methyl-3H-benzimidazol-5-yl)oxy]Quinoxaline